N1CC(CC1)CNC1CC1 N-(Pyrrolidin-3-ylmethyl)cyclopropanamine